C(#N)/C(/C(=O)O)=C\C1=CN(C2=CC=CC=C12)C=1N=CN(C1)C (E)-2-cyano-3-(1-(1-methyl-1H-imidazol-4-yl)-1H-indol-3-yl)acrylic acid